(2S)-2-amino-3-[(cyclobutylmethyl)carbamoyl]propanoic acid N[C@H](C(=O)O)CC(NCC1CCC1)=O